COC1=NC=NC2=CC=C(C=C12)C=1C=CN2N=C(N=CC21)NCC2(CC2)C(F)(F)F 5-(4-methoxyquinazolin-6-yl)-N-((1-(trifluoromethyl)cyclopropyl)methyl)pyrrolo[2,1-f][1,2,4]triazin-2-amine